O1C=CC=2C1=CC=CC2C(=O)N 1-benzofuran-4-carboxamide